methyl (S)-2-amino-3-(4-bromonaphthalen-1-yl)propanoate HCl Cl.N[C@H](C(=O)OC)CC1=CC=C(C2=CC=CC=C12)Br